N-ethyl-2,4-bis(11'-triisopropylsiloxyundecyloxy)benzylamine C(C)NCC1=C(C=C(C=C1)OCCCCCCCCCCCO[Si](C(C)C)(C(C)C)C(C)C)OCCCCCCCCCCCO[Si](C(C)C)(C(C)C)C(C)C